FC(C(=O)N)(C1=C(C=CC=C1)NC)F difluoro-2-(2-(methylamino)phenyl)acetamide